C(C)N1C(=NC2=C1C=CC=C2)NC=2SC1=C(N2)C=CC(=C1)C(F)(F)F 1-Ethyl-2-(6-trifluoromethyl-benzothiazol-2-ylamino)-1H-benzoimidazole